N1=C(N)NC(=O)C=2NCCNC12 5,6,7,8-tetrahydropterin